CC1=C(C(=O)C2=C(C3=C(S2)C=C(C=C3)O)OC3=CC=C(C=C3)NC(C(=O)O)=O)C=CC(=C1)C 2-((4-((2-(2,4-Dimethylbenzoyl)-6-hydroxybenzo[b]thiophen-3-yl)oxy)phenyl)amino)-2-oxoacetic acid